OC1=C(C(=CC(=C1C(=O)N)CCCCC)O)C1CCCC(=C1)C 2,6-dihydroxy-5'-methyl-4-pentyl-1',2',3',4'-tetrahydro-[1,1'-biphenyl]-3-carboxamide